C(#N)C=1C=C(COC2=C(CN[C@H](C(=O)O)C(C)O)C=C(C(=C2)OCC=2C(=C(C=CC2)C2=C(C(=CC=C2)C=2OC(=NN2)CO)C)C)[N+](=O)[O-])C=CC1 (2S)-2-((2-((3-cyanobenzyl)oxy)-4-((3'-(5-(hydroxymethyl)-1,3,4-oxadiazol-2-yl)-2,2'-dimethyl-[1,1'-biphenyl]-3-yl)methoxy)-5-nitrobenzyl)amino)-3-hydroxybutyric acid